ethyl 2-methyl-5-({[4-(methylsulfonyl)benzyl]amino}carbonyl)-6-oxo-1-[3-(trifluoromethyl)phenyl]-1,6-dihydropyridine-3-carboxylate CC=1N(C(C(=CC1C(=O)OCC)C(=O)NCC1=CC=C(C=C1)S(=O)(=O)C)=O)C1=CC(=CC=C1)C(F)(F)F